ClC=1C=C2C3=C(NC2=C(C1)C=1C(=NC(=CC1)Cl)Cl)C=NC=C3 6-Chloro-8-(2,6-dichloro-pyridin-3-yl)-9H-pyrido[3,4-b]indole